Cl.NC(C(=O)N1CCN(CC1)C(=O)NC1=NC(N(C=C1)C1=CC=C(C=C1)CCCN1CCC(CCC1)N)=O)(C)C 4-(2-Amino-2-methylpropanoyl)-N-(1-(4-(3-(4-aminoazepan-1-yl)propyl)phenyl)-2-oxo-1,2-dihydropyrimidin-4-yl)piperazine-1-carboxamide hydrochloride salt